F[C@H]1[C@@H]2CCC[C@H](C[C@H]1OC1=CC=C(N=N1)C1=C(C=C(C=C1)C1=NC(=CN=C1)C)O)N2 2-(6-(((1s,2s,3r,5r)-2-fluoro-9-azabicyclo[3.3.1]non-3-yl)oxy)pyridazin-3-yl)-5-(6-methylpyrazin-2-yl)phenol